lithium nickel manganese [Mn].[Ni].[Li]